5-(1-propynyl)-arabinose Tetraacetate C(C)(=O)O[C@H](C=O)[C@H](OC(C)=O)[C@H](OC(C)=O)C(OC(C)=O)C#CC